C(C)(C)(C)OC(=O)N1CCC2(CC(C2)N2CCC=3C=C(C=NC3C2)C(=O)O)CC1 7-(7-(tert-butoxycarbonyl)-7-azaspiro[3.5]nonan-2-yl)-5,6,7,8-tetrahydro-1,7-naphthyridine-3-carboxylic acid